2-(((4-methoxybenzyl)amino)methylene)-5-phenylcyclohexane-1,3-dione COC1=CC=C(CNC=C2C(CC(CC2=O)C2=CC=CC=C2)=O)C=C1